C(C)(=O)NC1C(C2OC(OCC2OC1OC1=CC=C(C=C1)\C=C\C(C1=CC=CC=C1)=O)C1=CC=CC=C1)OCC(=O)O 2-[[7-Acetamido-6-[4-[(E)-3-oxo-3-phenylprop-1-enyl]phenoxy]-2-phenyl-4,4a,6,7,8,8a-hexahydropyrano[3,2-d][1,3]dioxin-8-yl]oxy]acetic acid